BrC1=C(C=C2C=NC(=NN21)Cl)F 7-Bromo-2-chloro-6-fluoropyrrolo[2,1-f][1,2,4]triazine